5,10,15,20-tetra(4-pyridyl)-21H,23H-porphyrin N1=CC=C(C=C1)C=1C2=CC=C(N2)C(=C2C=CC(C(=C3C=CC(=C(C=4C=CC1N4)C4=CC=NC=C4)N3)C3=CC=NC=C3)=N2)C2=CC=NC=C2